N-(3-fluoro-4-{6-methoxy-7-[3-(4-methyl-1-piperazinyl)propoxy]quinolin-4-yloxy}phenyl)-3-oxo-4-(3-fluorophenyl)-3,4-dihydropyrazine-2-carboxamide FC=1C=C(C=CC1OC1=CC=NC2=CC(=C(C=C12)OC)OCCCN1CCN(CC1)C)NC(=O)C1=NC=CN(C1=O)C1=CC(=CC=C1)F